(S)-8-(((1-methylpiperidin-4-yl)methyl)(octylsulfinyl)amino)pentadecane-1,15-diyl bis(4,4-bis(pentyloxy)butanoate) C(CCCC)OC(CCC(=O)OCCCCCCCC(CCCCCCCOC(CCC(OCCCCC)OCCCCC)=O)N([S@@](=O)CCCCCCCC)CC1CCN(CC1)C)OCCCCC